[N+](=O)([O-])C=1C=C(C=CC1)C[C@@H](O)C=1SC=CN1 (R)-2-(3-nitrophenyl)-1-(thiazol-2-yl)ethan-1-ol